BrC=1C=CC(=C(C1)NC(=O)NC1=CC(=CC(=C1)F)F)CO 1-(5-bromo-2-hydroxymethylphenyl)-3-(3,5-difluorophenyl)urea